4,7,10,13-Tetraoxa-hexadecan-1,16-diamin C(CCOCCOCCOCCOCCCN)N